C(C)(C)(C)OC(=O)N1CC2(CC(C2)O)C(C1)(F)F 8,8-difluoro-2-hydroxy-6-azaspiro[3.4]octane-6-carboxylic acid tert-butyl ester